COC=1C=C(C=CC1OC)[C@@H](C)NC(=O)C1=C(C=CC(=C1)N1CCNCC1)CCC(=O)OC methyl 3-[2-[[(1R)-1-(3,4-dimethoxyphenyl)ethyl]carbamoyl]-4-piperazin-1-yl-phenyl]propanoate